tri-n-octyl-ammonium C(CCCCCCC)[NH+](CCCCCCCC)CCCCCCCC